3-[[[2-(hydroxyamino)-2-oxo-ethyl]-[(4-propoxyphenyl)methyl]amino]-methyl]benzoic acid ONC(CN(CC1=CC=C(C=C1)OCCC)CC=1C=C(C(=O)O)C=CC1)=O